CC1=NC(=CC=C1C=1C(=C(C#N)C(=C(C1N1C2=C(C=3C=CC=CC13)C=NC=C2)N2C1=C(C=3C=CC=CC23)C=NC=C1)N1C2=C(C=3C=CC=CC13)C=NC=C2)N2C1=C(C=3C=CC=CC23)C=NC=C1)C 3-(2,6-dimethylpyridin-3-yl)-2,4,5,6-tetrakis(5H-pyrido[4,3-b]indol-5-yl)benzonitrile